N1=C(C=CC=C1)CN1[C@@H](CCC1)C(=O)O (2-pyridinylmethyl)-proline